methyl 2-(6-oxo-2,5-diphenylpyrimidin-1(6H)-yl)acetate O=C1C(=CN=C(N1CC(=O)OC)C1=CC=CC=C1)C1=CC=CC=C1